(2-((1-(cis-4-cyanocyclohexyl)-1H-pyrazol-4-yl)amino)-5-methylpyrimidin-4-yl)-N-((S)-1-cyanoethyl)benzamide C(#N)[C@H]1CC[C@H](CC1)N1N=CC(=C1)NC1=NC=C(C(=N1)C1=C(C(=O)N[C@@H](C)C#N)C=CC=C1)C